2-(hydroxymethyl)-6-methyl-1,4-oxazepan-6-ol OCC1OCC(CNC1)(O)C